C(C)C=1N=C2N(C=C(C=C2)C2=CCN(CC2)CC(=O)OCC)C1N(C)C=1SC=C(N1)C1=CC=C(C=C1)F ethyl 2-(4-(2-ethyl-3-((4-(4-fluorophenyl)thiazol-2-yl)(methyl)amino)imidazo[1,2-a]pyridin-6-yl)-5,6-dihydropyridin-1(2H)-yl)acetate